FC1=C(C(=O)N[C@@H](C(=O)N2CCC3(C(C(N(C3)C)=O)C3=CC=C(C=C3)C)CC2)C(C)C)C=C(C=C1)C(F)(F)F 2-fluoro-N-((2R)-3-methyl-1-(2-methyl-3-oxo-4-(p-tolyl)-2,8-diazaspiro[4.5]decan-8-yl)-1-oxobutan-2-yl)-5-(trifluoromethyl)benzamide